N[C@H](C(=O)O)CCN(CCCCC1=NC=2NCCCC2C=C1)CCC(F)F (S)-2-amino-4-((3,3-difluoropropyl)(4-(5,6,7,8-tetrahydro-1,8-naphthyridin-2-yl)butyl)amino)butanoic acid